(R,Z)-1-((2'-chloro-5-isopropyl-[1,1'-biphenyl]-2-yl)sulfonyl)-4-fluoro-N-(4-(methylsulfonyl)but-3-en-2-yl)piperidine-4-carboxamide ClC1=C(C=CC=C1)C1=C(C=CC(=C1)C(C)C)S(=O)(=O)N1CCC(CC1)(C(=O)N[C@H](C)\C=C/S(=O)(=O)C)F